5-(N-methylaminosulfonyl)-N-(4-(trifluoromethyl)benzyl)thiophene-2-carboxamide CNS(=O)(=O)C1=CC=C(S1)C(=O)NCC1=CC=C(C=C1)C(F)(F)F